(1r,4r)-4-ethylcyclohexan-1-amine hydrochloride Cl.C(C)C1CCC(CC1)N